N-(2,6-difluoro-3-(5-(3-methylpyridin-4-yl)-1H-pyrrolo[2,3-b]pyridine-3-carbonyl)phenyl)-3,3,3-trifluoropropane-1-sulfonamide FC1=C(C(=CC=C1C(=O)C1=CNC2=NC=C(C=C21)C2=C(C=NC=C2)C)F)NS(=O)(=O)CCC(F)(F)F